C[Si]1(C(=C(C(=C1C1=CC=CC=C1)C1=CC=CC=C1)C1=CC=CC=C1)C1=CC=CC=C1)C1=CC=CC=C1 1-methyl-1,2,3,4,5-pentaphenylsilole